dicyclohexylphenylphosphine palladium(II) [Pd+2].C1(CCCCC1)P(C1=CC=CC=C1)C1CCCCC1